(Z)-3-methyl-2-styrylbenzaldehyde CC=1C(=C(C=O)C=CC1)\C=C/C1=CC=CC=C1